4-propyl-1-{[2-(1H-pyrrol-2-yl)-5-(trifluoromethyl)-1H-benzimidazol-1-yl]methyl}pyrrolidin-2-one C(CC)C1CC(N(C1)CN1C(=NC2=C1C=CC(=C2)C(F)(F)F)C=2NC=CC2)=O